5,16,26-Trimethyl-7-oxa-4,5,13,16,20,22,27-heptaazapentacyclo[22.3.1.0^{2,6}.0^{13,21}.0^{14,19}]octacosa-1(27),2(6),3,14(19),17,20,24(28),25-octaene-15,23-dione CN1N=CC=2C3=NC(=CC(C(NC4=NC=5C=CN(C(C5N4CCCCCOC12)=O)C)=O)=C3)C